N-[(6-cyanopyridin-3-yl)methyl]-5-hydroxy-2-[(4-methoxyphenyl)methoxy]-1,7-naphthyridine-6-carboxamide C(#N)C1=CC=C(C=N1)CNC(=O)C=1C(=C2C=CC(=NC2=CN1)OCC1=CC=C(C=C1)OC)O